C1(CC1)N1N=CC(=C1)C=1C=C(C=CC1CNC(C=C)=O)C1=CC=C(C=C1)C(F)(F)F N-((3-(1-cyclopropyl-1H-pyrazol-4-yl)-4'-(trifluoromethyl)-[1,1'-biphenyl]-4-yl)methyl)acrylamide